Cl.Cl.Cl.OC1=C(OC2=C(C(=CC=C2C1=O)O)O)C1=CC=C(C=C1)CCCN(CCN1CCN(CC1)C)C 3,7,8-Trihydroxy-2-(4-(3-(methyl(2-(4-methylpiperazin-1-yl)ethyl)amino)propyl)phenyl)-4H-chromen-4-one trihydrochloride